(2'R,3R,3'S,5'S)-N-(4-carbamoyl-2-methoxyphenyl)-6-chloro-3'-(3-chloro-2-fluorophenyl)-5'-(2,2-dimethylpropyl)-2-oxospiro[1H-indole-3,4'-pyrrolidine]-2'-carboxamide C(N)(=O)C1=CC(=C(C=C1)NC(=O)[C@@H]1N[C@H]([C@]2([C@H]1C1=C(C(=CC=C1)Cl)F)C(NC1=CC(=CC=C12)Cl)=O)CC(C)(C)C)OC